C(C1=C(C=CC2=CC=CC=C12)C(=O)[O-])C1=C(C=CC2=CC=CC=C12)C(=O)[O-] 1,1'-methylenebis(2-naphthoate)